2-{7-[1-carboxy-2-{4-[2-(2-ethoxyethoxy)ethoxy]phenyl}ethyl]-4,10-bis(carboxylatomethyl)-1,4,7,10-tetraazacyclododecan-1-yl}-3-hydroxypropanoat C(=O)(O)C(CC1=CC=C(C=C1)OCCOCCOCC)N1CCN(CCN(CCN(CC1)CC(=O)[O-])C(C(=O)[O-])CO)CC(=O)[O-]